2-(1,3-dimethyl-2-oxo-4-pyridyl)benzaldehyde CN1C(C(=C(C=C1)C1=C(C=O)C=CC=C1)C)=O